benzyl (1R,3S,5S)-8-[5-(5-fluoro-2-methoxypyridin-4-yl)-1H-pyrazole-3-carbonyl]-8-azabicyclo[3.2.1]octane-3-carboxylate FC=1C(=CC(=NC1)OC)C1=CC(=NN1)C(=O)N1[C@H]2CC(C[C@@H]1CC2)C(=O)OCC2=CC=CC=C2